C(C)(C)(C)OC(=O)N1CCN(CC1)C1=NC(=NN2C1=NC=C2)OC[C@H]2N(CCC2)C (S)-4-(2-((1-methylpyrrolidin-2-yl)methoxy)imidazo[2,1-f][1,2,4]triazin-4-yl)piperazine-1-carboxylic acid tert-butyl ester